BrC1=CC=C(NCC#C)C=C1 4-bromo-N-propargyl-aniline